C(C1=CC=CC=C1)OC1=C(N=C(C2=C(C=CC=C12)Br)NC(=S)NC(=O)OCC)C(=O)OC methyl 4-(benzyloxy)-8-bromo-1-(3-(ethoxycarbonyl)thioureido)isoquinoline-3-carboxylate